N-acetyl-L-glutamate CC(=O)N[C@@H](CCC(=O)O)C(=O)O